trimethyl(((1S,4aS,8aS)-5,5,8a-trimethyl-2-methylenedecahydronaphthalen-1-yl)methoxy)silane C[Si](OC[C@H]1C(CC[C@H]2C(CCC[C@]12C)(C)C)=C)(C)C